ClC1=CC(=NC2=NC(=C(C=C12)C)C)N1CC(OCC1)C=1C=NN(C1)C 4-(4-chloro-6,7-dimethyl-1,8-naphthyridin-2-yl)-2-(1-methyl-1H-pyrazol-4-yl)morpholine